BrC1=C2C(N(C=NC2=CC=C1C=1C=NN(C1)C1OCCCC1)CC1=CC(=CC=C1)OC)=O 5-bromo-3-(3-methoxybenzyl)-6-(1-(tetrahydro-2H-pyran-2-yl)-1H-pyrazol-4-yl)quinazolin-4(3H)-one